cyano-3-(3-methoxy-4-((2-methyl-[1,1'-biphenyl]-3-yl)methoxy)phenyl)acrylamide C(#N)C(C(=O)N)=CC1=CC(=C(C=C1)OCC=1C(=C(C=CC1)C1=CC=CC=C1)C)OC